ethyl (((2-aminoethyl) thio) (((R)-1-ethoxy-1-oxopropan-2-yl) amino) phosphoryl)-L-alaninate fumarate C(\C=C\C(=O)O)(=O)O.NCCSP(=O)(N[C@@H](C(=O)OCC)C)N[C@@H](C)C(=O)OCC